4-chloro-N-[(3R)-1-ethyl-3-piperidyl]-1-methyl-pyrazolo[3,4-d]pyridazin-7-amine ClC1=C2C(=C(N=N1)N[C@H]1CN(CCC1)CC)N(N=C2)C